O1C=NC=C1C[C@H](C(N[C@@H](CCCC1=CC=CC=C1)B1O[C@@]2([C@H](O1)C[C@H]1C([C@@H]2C1)(C)C)C)=O)NC(=O)C1=NC=CN=C1 N-((R)-3-(oxazol-5-yl)-1-oxo-1-(((R)-4-phenyl-1-((3aS,4S,6S,7aR)-3a,5,5-trimethylhexahydro-4,6-methanobenzo[d][1,3,2]dioxaborol-2-yl)butyl)amino)propan-2-yl)pyrazine-2-carboxamide